3-((4-chlorophenyl)oxy)phenol ClC1=CC=C(C=C1)OC=1C=C(C=CC1)O